(R)-1-(4-(aminomethyl)-1-oxo-1,2-dihydrophthalazin-6-yl)-N-(5,6,7,8-tetrahydroquinolin-8-yl)-N-((5-(trifluoromethyl)pyridin-2-yl)methyl)cyclopropane-1-carboxamide NCC1=NNC(C2=CC=C(C=C12)C1(CC1)C(=O)N(CC1=NC=C(C=C1)C(F)(F)F)[C@@H]1CCCC=2C=CC=NC12)=O